methyl ((2-(((3R*,5S*)-5-allyltetrahydrofuran-3-yl)oxy)-6-methylpyridin-3-yl)sulfonyl)-L-prolinate C(C=C)[C@H]1C[C@H](CO1)OC1=NC(=CC=C1S(=O)(=O)N1[C@@H](CCC1)C(=O)OC)C |o1:3,5|